C(CCCCCCCCCCCCCCC)O[C@@H](COCOCC[N+](C)(C)C)COCCCCCCCCCCCCCCCC |r| rac-[2-(2,3-dihexadecyloxypropyl-oxymethyloxy)ethyl]-trimethylammonium